4-(2-(Pyrrolidin-1-yl)ethoxy)benzyl (1-hydroxy-7-methyl-1,3-dihydrobenzo[c][1,2]oxaborole-6-carbonyl)-L-valinate OB1OCC2=C1C(=C(C=C2)C(=O)N[C@@H](C(C)C)C(=O)OCC2=CC=C(C=C2)OCCN2CCCC2)C